C(C)(C)(C)OC(=O)N[C@H](C(=O)OC)CC=1C=NC(=CC1)NC(=O)OC(C)(C)C methyl (S)-2-((tert-butoxycarbonyl)amino)-3-(6-((tert-butoxycarbonyl)amino)pyridin-3-yl)propanoate